C(C)S(=O)(=O)C[C@@H]1[C@H](N(C1)C=1C=CC(=C2C=C(N=CC12)NC1=NC(=NC=C1)N1CC([C@H](CC1)OCCO)(F)F)C(C)C)C 2-{[(4S)-1-[4-({8-[(2R,3S)-3-[(ethanesulfonyl)meth-yl]-2-methylazetidin-1-yl]-5-(propan-2-yl)isoquinolin-3-yl}amino)pyrimidin-2-yl]-3,3-difluoropiperidin-4-yl]oxy}ethan-1-ol